(R)-7-(3-fluorophenethyl)-3,4,11,11a-tetrahydropyrimido[6',1':2,3]imidazo[5,1-c][1,4]oxazin-9(1H)-one FC=1C=C(CCC2=NC(N3C(N4[C@@H](COCC4)C3)=C2)=O)C=CC1